C(C)(C)(C)OC(=O)N1[C@@H](C[C@@H](C1)N(C1=NC(=CC=C1)NC1=CC(=NC=C1)CCCNC)C(=O)OC(C)(C)C)C(=O)O (2S,4S)-1-tert-butoxycarbonyl-4-[tert-butoxycarbonyl-[6-[[2-[3-(methylamino)propyl]-4-pyridyl]amino]-2-pyridyl]amino]pyrrolidine-2-carboxylic acid